FC1(CCN(CC1)C(=O)C1=CC=2N(C=C1)C(=CN2)C=2C=CC(=NC2)C#N)F 5-(7-(4,4-difluoropiperidine-1-carbonyl)imidazo[1,2-a]pyridin-3-yl)picolinonitrile